P(OC1OC(OCC12COC(OC2)OC2=C(C=C(C=C2C(C)(C)C)C)C(C)(C)C)OC2=C(C=C(C=C2C(C)(C)C)C)C(C)(C)C)([O-])[O-] 3,9-bis(2,6-di-t-butyl-4-methylphenoxy)-2,4,8,10-tetraoxaspiro[5.5]undecyl phosphite